(5-{N-[14-(1,3-dioxoisoindol-2-yl)tetradecyl]1-(isoquinolin-4-yl)piperidine-3-amido}-2-oxopyridin-1-yl)acetic acid O=C1N(C(C2=CC=CC=C12)=O)CCCCCCCCCCCCCCN(C(=O)C1CN(CCC1)C1=CN=CC2=CC=CC=C12)C=1C=CC(N(C1)CC(=O)O)=O